CC1=C(C=CC=C1C1=NN=C(O1)C=1C=C(CN[C@@H](C)C(=O)OC)C=CC1)C1=CC=CC=C1 methyl (3-(5-(2-methyl-[1,1'-biphenyl]-3-yl)-1,3,4-oxadiazol-2-yl) benzyl)-L-alaninate